OC(CNC(=O)C1C(CCC(C1)(C)C)C(C)C)C1=CC=CC=C1 N-(2-hydroxy-2-phenylethyl)-2-isopropyl-5,5-dimethylcyclohexanecarboxamide